OCC(C)(C)C=1C=C(C=CC1)S(=O)(=O)N(CC1=CC=C(C=C1)OC)CC1=CC=C(C=C1)OC 3-(1-hydroxy-2-methylpropan-2-yl)-N,N-bis(4-methoxybenzyl)benzene-sulfonamide